3-[3-bromo-4-[(2,4-difluorobenzyl)oxy]-6-methyl-2-oxopyridin-1(2H)-yl]-4-fluorobenzoic acid BrC=1C(N(C(=CC1OCC1=C(C=C(C=C1)F)F)C)C=1C=C(C(=O)O)C=CC1F)=O